BrC1=CC(=C(CNC(=O)C2CCN(CC2)CC2=CC=C(C=C2)F)C=C1)C(F)(F)F N-(4-bromo-2-(trifluoromethyl)benzyl)-1-(4-fluorobenzyl)piperidine-4-carboxamide